FC1=CC(=NC=C1)C=1N=C(SC1)C=1N=C(SC1)N (4-Fluoropyridin-2-yl)-[2,4'-Bithiazole]-2'-amine